S(OC1=CC=C(C=C1)OCC1=C(C=C(C=C1F)C1=CC(=NC=C1F)O)F)(=O)(=O)F 4-((2,6-difluoro-4-(5-fluoro-2-hydroxypyridin-4-yl)benzyl)oxy)phenyl sulfurofluoridate